tert-butyl 2-{2-cyano-2-[(diphenylmethylidene)amino]ethyl}-6-(3-methyl-2-oxo-1,3-benzoxazol-5-yl)indole-1-carboxylate C(#N)C(CC=1N(C2=CC(=CC=C2C1)C=1C=CC2=C(N(C(O2)=O)C)C1)C(=O)OC(C)(C)C)N=C(C1=CC=CC=C1)C1=CC=CC=C1